4-[3-chloro-4-(difluoromethoxy)-2-fluoro-anilino]-6-[(1S,4S)-2,5-diazabicyclo[2.2.1]heptan-2-yl]-7-fluoro-1,5-naphthyridine-3-carbonitrile ClC=1C(=C(NC2=C(C=NC3=CC(=C(N=C23)N2[C@@H]3CN[C@H](C2)C3)F)C#N)C=CC1OC(F)F)F